P(O)(O)(=S)O[C@H]1[C@@H]2[C@@H](O[C@@]1(CO)CO2)N2C=NC=1C(N)=NC=NC21 2'-O,4'-C-methylene adenosine-3'-phosphorothioate